2-methyl-N-(2-(tetrahydro-2H-pyran-4-yl)-2-azaspiro[3.3]hept-6-yl)-6-(trifluoromethyl)pyridine-3-sulfonamide CC1=NC(=CC=C1S(=O)(=O)NC1CC2(CN(C2)C2CCOCC2)C1)C(F)(F)F